CN1N=CC(=C1)C1=NN(C(=C1C)NC(=O)N[C@@H]1CN(C[C@H]1C1=CC(=C(C(=C1)F)F)F)CCOC)C1=CC=CC=C1 1-(1',4-dimethyl-1-phenyl-1H,1'H-[3,4'-bipyrazol]-5-yl)-3-((3S,4R)-4-(3,4,5-trifluorophenyl)-1-(2-methoxyethyl)pyrrolidin-3-yl)urea